Methyl 2-(pyridazin-4-yl)-2H-1,2,3-triazole-4-carboxylate N1=NC=C(C=C1)N1N=CC(=N1)C(=O)OC